C(=O)(O)OC(=O)O.C(C)(=O)OC(C)=O acetic anhydride dicarbonate